4-(5-{[(3R,5R)-6,6-difluoro-8-azabicyclo[3.2.1]octan-3-yl](methyl)amino}pyrazin-2-yl)-2-fluoro-5-hydroxybenzonitrile FC1([C@H]2C[C@@H](CC(C1)N2)N(C=2N=CC(=NC2)C2=CC(=C(C#N)C=C2O)F)C)F